2,4,6-tris(4-pyridyl)triazine C1=CN=CC=C1C2=CC(=NN(N2)C3=CC=NC=C3)C4=CC=NC=C4